C1(=CC=C(C=C1)C1=CN=C(N1)C#N)C 5-(p-tolyl)-1H-imidazole-2-nitrile